(3S,6S,7aS,8bR)-6-((tert-Butoxycarbonyl)amino)-5-oxodecahydro-cyclopropa[c]pyrrolo[1,2-a]azepine-3-carboxylic acid methyl ester COC(=O)[C@@H]1CC[C@H]2N1C([C@H](C[C@H]1C2C1)NC(=O)OC(C)(C)C)=O